NC=1C=CC(=C(C1)N1CC(C1)(O)C)S(=O)(=O)C 1-(5-amino-2-(methylsulfonyl)phenyl)-3-methylazetidin-3-ol